6-(2-Ethoxyphenyl)-1-[2-oxo-2-(2-thienyl)ethyl]-3H-imidazo[4,5-b]pyridin C(C)OC1=C(C=CC=C1)C=1C=C2C(=NC1)NCN2CC(C=2SC=CC2)=O